azetidine-3-yl-(4-(5-(trifluoromethyl)pyrazin-2-yl)piperazine-1-yl)methanone hydrochloride Cl.N1CC(C1)C(=O)N1CCN(CC1)C1=NC=C(N=C1)C(F)(F)F